N-fluoro-4-methyl-N-(6-phenylhexyl)benzenesulfonamide FN(S(=O)(=O)C1=CC=C(C=C1)C)CCCCCCC1=CC=CC=C1